methoxy-N-cyclohexylpropaneamide COC(C(=O)NC1CCCCC1)C